C(=O)C=1C=C(C=CC1O)C1=CC(=CC(=C1)C1=CC(=C(C=C1)O)C=O)C1=CC(=C(C=C1)O)C=O 1,3,5-tris(3'-formyl-4'-hydroxyphenyl)benzene